4-vinyl-4-methyl-3-(1-methylvinyl)-1-(1-methylethyl)cyclohexene C(=C)C1(C(C=C(CC1)C(C)C)C(=C)C)C